C(C)(C)(C)OC(COCCOCCOCCOCCOS(=O)(=O)C1=CC=C(C=C1)C)=O 14-[(4-Methylbenzene-1-sulfonyl)oxy]-3,6,9,12-tetraoxatetradecanoic acid tert-butyl ester